BrCCCCCCCCCCCCCC monobromotetradecane